(Z)-N-(5-((5-fluoro-2-oxoindol-3-ylidene)methyl)-4-methyl-1H-pyrrol-3-yl)-3-(propylamino)propionamide FC=1C=C2/C(/C(NC2=CC1)=O)=C/C1=C(C(=CN1)NC(CCNCCC)=O)C